1-[5-(ethylsulfonimidoyl)-6-[3-methyl-6-(trifluoromethyl)imidazo[4,5-c]pyridin-2-yl]-3-pyridyl]cyclopropanecarbonitrile C(C)S(=O)(=N)C=1C=C(C=NC1C1=NC2=C(C=NC(=C2)C(F)(F)F)N1C)C1(CC1)C#N